6'-Chloro-spiro[cyclopentane-1,3'-[3H]indol]-2'(1'H)-one ClC1=CC=C2C3(C(NC2=C1)=O)CCCC3